FC=1C=C(C(=O)NCC2=NC=C3C=CC(=NC3=C2)C2=CC=CC=C2)C=C(C1)S(=O)(=O)C 3-fluoro-5-(methylsulfonyl)-N-((2-phenyl-1,6-naphthyridin-7-yl)methyl)benzamide